CC1(OCCO1)C1=CC=C(C=N1)N1CCN(CC1)C(=O)OCC1=CC=CC=C1 benzyl 4-(6-(2-methyl-1,3-dioxolan-2-yl)pyridin-3-yl)piperazine-1-carboxylate